4-((2S,5R)-4-(bis(4-fluorophenyl)methyl)-2,5-dimethylpiperazin-1-yl)-6-chloro-3-nitropyridin-2-amine FC1=CC=C(C=C1)C(N1C[C@@H](N(C[C@H]1C)C1=C(C(=NC(=C1)Cl)N)[N+](=O)[O-])C)C1=CC=C(C=C1)F